2-(2-(3'-(3-(2-amino-7-azaspiro[3.5]non-7-yl)propoxy)-2,2'-dimethyl-[1,1'-biphenyl]-3-yl)-6,7-dihydrothiazolo[5,4-c]pyridin-5(4H)-yl)ethanol NC1CC2(C1)CCN(CC2)CCCOC=2C(=C(C=CC2)C2=C(C(=CC=C2)C=2SC=1CN(CCC1N2)CCO)C)C